3,3',3''-(((1R,2S,3R,5S)-5-((6-(2,2,2-trifluoroacetoxy)hexyl)carbamoyl)cyclohexane-1,2,3-triyl)tris(oxy))tripropionic acid FC(C(=O)OCCCCCCNC(=O)C1C[C@H](C([C@@H](C1)OCCC(=O)O)OCCC(=O)O)OCCC(=O)O)(F)F